4-nitro-1,8-naphthalenediol [N+](=O)([O-])C1=CC=C(C2=C(C=CC=C12)O)O